BrC=1C=CC=2N(C1)C(=CN2)C2=NC(=NC=C2)NC2=CC=C(C=N2)N2CCN(CC2)C(C)=O 1-(4-(6-((4-(6-bromoimidazo[1,2-a]pyridin-3-yl)pyrimidin-2-yl)amino)pyridin-3-yl)piperazin-1-yl)ethan-1-one